C(C)(=O)C1=CC=CC=C1 2-acetylbenzene